ClC1=NC=CC(=C1)OC=1C=NC(=CC1)[N+](=O)[O-] 2-chloro-4-((6-nitropyridin-3-yl)oxy)pyridine